N(=[N+]=[N-])C1(C2=CC(=CC=C2C=2C=CC(=CC12)Br)Br)C1=CC=CC=C1 9-azido-2,7-dibromo-9-phenyl-9H-fluorene